4-{[3-(2,2-difluoroethyl)-1H-pyrazol-1-yl]methyl}pyridine FC(CC1=NN(C=C1)CC1=CC=NC=C1)F